(-)-o-chloromandelic acid ClC1=C(C(C(=O)O)O)C=CC=C1